C(C)OC1=NC=CC=C1C1=CC(=C2C(=N1)C(=NN2C(C)C)C)NCC2=NC=C(N=C2)OC 5-(2-ethoxy-3-pyridinyl)-1-isopropyl-N-[(5-methoxypyrazin-2-yl)methyl]-3-methyl-pyrazolo[4,3-b]pyridin-7-amine